(E)-3-(2,3-dimethoxyphenyl)-1-(4-ethoxyphenyl)prop-2-en-1-one COC1=C(C=CC=C1OC)/C=C/C(=O)C1=CC=C(C=C1)OCC